methyl (S)-5-(3-cyclopropyl-1-(2,3-dihydroxy-3-methylbutyl)-1H-pyrazol-4-yl)pyrazolo[1,5-a]pyridine-3-carboxylate C1(CC1)C1=NN(C=C1C1=CC=2N(C=C1)N=CC2C(=O)OC)C[C@@H](C(C)(C)O)O